C(C)(=O)N1C(/C(/NC(C1)=O)=C/C=1N=CN(C1C(C)C)CCCC1CCCCC1)=O (Z)-1-acetyl-3-((1-(3-cyclohexylpropyl)-5-isopropyl-1H-imidazol-4-yl)methylene)piperazine-2,5-dione